2-((3S,4R)-3-fluoro-4-((2-(3-((2-methoxy-4-(methylsulfonyl)phenyl)amino)prop-1-yn-1-yl)-3-vinylpyrazolo[1,5-a]pyridin-7-yl)amino)piperidin-1-yl)ethan-1-ol F[C@H]1CN(CC[C@H]1NC1=CC=CC=2N1N=C(C2C=C)C#CCNC2=C(C=C(C=C2)S(=O)(=O)C)OC)CCO